CN(C)C=NS(=O)(=O)C=1C=C(C=CC1B1OC(C(O1)(C)C)(C)C)C1=NC(=NC=C1Br)OCC [3-{[(dimethylamino)methylidene]Sulfamoyl}-4-(4,4,5,5-tetramethyl-1,3,2-dioxaborolan-2-yl)phenyl]5-bromo-2-ethoxypyrimidine